C1=CC=CC=2C3=CC=CC=C3C(C12)COC(=O)N([C@H](CC(=O)O)C(N1CCCC1)=O)C (3R)-3-[9H-fluoren-9-ylmethoxycarbonyl-(methyl)amino]-4-oxo-4-pyrrolidin-1-yl-butyric acid